[Co].BrC=1C=C(C(=NC1C=1OC=C(N1)CC)C=1OC=C(N1)CC)Br dibromo[2,6-bis[4-(R)-ethyl-2-oxazolyl]pyridine] cobalt